3-sulfonyl-chlorobenzoic acid S(=O)(=O)=C1C(C(C(=O)O)=CC=C1)Cl